COC(=O)C1=CN(C(C(=C1N)I)=O)C1CCOCC1 4-amino-5-iodo-6-oxo-1-(tetrahydro-2H-pyran-4-yl)-1,6-dihydropyridine-3-carboxylic acid methyl ester